C(C)N(C(C1=C(C=CC(=C1)F)OC1=C(N=CN=N1)N1CC2(CN(C2)C(C(C)C)C[C@@H](CN(C)CCOC)O)CC1)=O)C(C)C N-ethyl-5-fluoro-2-((5-(2-((3x-r,5s)-5-hydroxy-6-((2-methoxyethyl)(methyl)amino)-2-methylhex-3-yl)-2,6-diazaspiro[3.4]oct-6-yl)-1,2,4-triazin-6-yl)oxy)-N-isopropylbenzamide